(trans)-3-methoxy-2-(4-methoxy-3-(methoxymethoxy)phenyl)-7-(methoxymethoxy)chroman-4-one CO[C@H]1[C@@H](OC2=CC(=CC=C2C1=O)OCOC)C1=CC(=C(C=C1)OC)OCOC